FC(C=1C=C(C=C(C1)C(F)(F)F)C1([C@@H]2N(C(O1)=O)CCC2)C2=CC(=CC(=C2)C(F)(F)F)C(F)(F)F)(F)F (7aR)-1,1-bis(3,5-bis(trifluoromethyl)phenyl)tetrahydropyrrolo[1,2-c]oxazol-3(1H)-one